methyl 2-bromo-5-vinylthiazole-4-carboxylate BrC=1SC(=C(N1)C(=O)OC)C=C